(S)-2-(4-(benzyloxy)phenyl)-8-((5-bromopentyl)oxy)-7-methoxy-1,10,11,11a-tetrahydro-5H-benzo[e]pyrrolo[1,2-a][1,4]diazepin-5-one C(C1=CC=CC=C1)OC1=CC=C(C=C1)C=1C[C@@H]2N(C(C3=C(NC2)C=C(C(=C3)OC)OCCCCCBr)=O)C1